(E)-N-(4-(4-(4-(piperazin-1-yl)benzoyl)piperazin-1-yl)butyl)-3-(pyridin-3-yl)acrylamide N1(CCNCC1)C1=CC=C(C(=O)N2CCN(CC2)CCCCNC(\C=C\C=2C=NC=CC2)=O)C=C1